CC1=C(C=C(C(=O)O)C=C1)NC1=NC=CC(=N1)C=1C=NC=CC1 4-methyl-3-[[4-(3-pyridyl)-2-pyrimidinyl]amino]benzoic acid